BrC(=O)OCCCCCC n-hexyl bromoformate